2,3-dimethylanilinediazonium hydrochloride Cl.CC1=C(N[N+]#N)C=CC=C1C